[phenyl(terphenylyl)triazinyl][(dimethylfluorenyl)dibenzothiophenyl]benzene C1(=CC=CC=C1)C1=C(C(=NN=N1)C1=C(C=CC=C1)C1=C(C=CC=2SC3=C(C21)C=CC=C3)C3=C(C(=CC=2C1=CC=CC=C1CC32)C)C)C3=C(C=CC=C3)C=3C(=CC=CC3)C3=CC=CC=C3